1-pyrenemethylamine hydroxide [OH-].C1(=CC=C2C=CC3=CC=CC4=CC=C1C2=C34)CN